ClC=1C=NC=C(C1NC(C1=CC=C(C=C1)OC)=O)Cl N-(3,5-dichloropyridin-4-yl)-4-methoxybenzamide